4-Methyl-3-{4-[5-(4-methyl-isoxazol-5-yl)-pyridin-3-yl]-pyrimidin-2-ylamino}-N-[4-(1-methyl-piperidin-4-yl)-phenyl]-benzamide CC1=C(C=C(C(=O)NC2=CC=C(C=C2)C2CCN(CC2)C)C=C1)NC1=NC=CC(=N1)C=1C=NC=C(C1)C1=C(C=NO1)C